N-(5-((6-(1-Methyl-1H-pyrazol-4-yl)pyrazolo[1,5-a]pyridin-4-yl)oxy)bicyclo[2.2.1]heptan-2-yl)acrylamide CN1N=CC(=C1)C=1C=C(C=2N(C1)N=CC2)OC2C1CC(C(C2)C1)NC(C=C)=O